ClC1=C(C=CC(=C1)N1CCC(CC1)C(F)(F)F)NC=1C=CC2=C(OCC(N2C)=O)C1 7-((2-chloro-4-(4-(trifluoromethyl)piperidin-1-yl)phenyl)amino)-4-methyl-2H-benzo[b][1,4]oxazin-3(4H)-one